ClC=1C(=C(C(=CC1)OC)C1=CC(=NC=C1C(=O)NC1=NN=C(S1)SC(C(=O)O)C)C)F 2-((5-(4-(3-chloro-2-fluoro-6-methoxyphenyl)-6-methylnicotinamido)-1,3,4-thiadiazol-2-yl)thio)propanoic acid